tert-Butyl 4-(4-(2-fluoroethylamino)pyrimidin-2-yl)-5,6-dihydropyridine-1(2H)-carboxylate FCCNC1=NC(=NC=C1)C1=CCN(CC1)C(=O)OC(C)(C)C